N1N=CC2=CC(=CC=C12)\C=C\1/N=C(NC1=O)N[C@H](CC(C)C)COC (4Z)-4-(1H-Indazol-5-ylmethylene)-2-[[(1R)-1-(methoxymethyl)-3-methyl-butyl]amino]-1H-imidazol-5-one